FC1=C(C=C(C=C1)F)C1=C(C=NC=C1)[N+](=O)[O-] 4-(2,5-difluorophenyl)-3-nitropyridine